3-(1-(pyridin-3-ylmethyl)-1H-indol-5-yl)-1,5,6,7,8,9-hexahydro-2H-cyclohepta[4,5]thieno[2,3-d]pyrimidine-2,4(3H)-dione N1=CC(=CC=C1)CN1C=CC2=CC(=CC=C12)N1C(NC2=C(C1=O)C1=C(S2)CCCCC1)=O